(4-(2,2-dimethyl-1,3-dioxolan-4-yl)but-1-ynyl)trimethylsilane CC1(OCC(O1)CCC#C[Si](C)(C)C)C